ClC1=C(C=C(C=C1)[C@@H]1[C@H](C1)C=1C=2N(N=C(C1)C=1C(NC(NC1)=O)=O)C=CN2)F 5-(8-((1S,2S)-2-(4-chloro-3-fluorophenyl)cyclopropyl)imidazo[1,2-b]pyridazin-6-yl)pyrimidine-2,4(1H,3H)-dione